decahydronaphthalene-2,6-dimethanol C1C(CCC2CC(CCC12)CO)CO